CC1=C(C(=CC(=C1)N1CC2=C(CCC1)C=C(C=C2)OCC2(CC2)C(F)(F)F)C)NC(CC(C)(C)C)=O N-(2,6-dimethyl-4-(7-((1-(trifluoromethyl)cyclopropyl)methoxy)-1,3,4,5-tetrahydro-2H-benzo[c]azepin-2-yl)phenyl)-3,3-dimethylbutyramide